(methoxymethylene)benzeneacetate COC=C(C(=O)[O-])C1=CC=CC=C1